ClC=1N=C(N=NC1C=O)N1CC(CCC1)N1C(N(CC1)C(C)C)=O 5-Chloro-3-(3-(3-isopropyl-2-oxoimidazolin-1-yl)piperidin-1-yl)-1,2,4-triazine-6-Formaldehyde